(2R,4R)-6-chloro-4-hydroxy-N-[3-(4-{[(1r,3S)-3-(trifluoromethoxy)cyclobutyl]methyl}-1H-pyrazol-1-yl)bicyclo[1.1.1]pentan-1-yl]-3,4-dihydro-2H-1-benzopyran-2-carboxamide ClC=1C=CC2=C([C@@H](C[C@@H](O2)C(=O)NC23CC(C2)(C3)N3N=CC(=C3)CC3CC(C3)OC(F)(F)F)O)C1